FC(S(=O)(=O)OC1=NSC=2C1=NC(=CC2N2N=NC(=C2)C)N2[C@@H](COCC2)C)(F)F 7-(4-methyl-1H-1,2,3-triazol-1-yl)-5-[(3R)-3-methylmorpholin-4-yl]-[1,2]thiazolo[4,5-b]pyridin-3-yl trifluoromethanesulfonate